C(C)(C)(C)OC(=O)N1CC(C1)OCC(=O)N1CC(N(CC1)C1=CC(=CC=C1)C=1C(=C2C(=NC1)NC=C2CC)Cl)=O 3-(2-(4-(3-(4-chloro-3-ethyl-1H-pyrrolo[2,3-b]pyridin-5-yl)phenyl)-3-oxopiperazin-1-yl)-2-oxoethoxy)azetidine-1-carboxylic acid tert-butyl ester